phenyl-phosphonic acid diphenyl ester C1(=CC=CC=C1)OP(OC1=CC=CC=C1)(=O)C1=CC=CC=C1